OC(C(C([2H])([2H])[2H])(C([2H])([2H])[2H])[2H])CC[C@@H](C)[C@H]1CC[C@H]2[C@@H]3CCC4=CC(CC[C@]4(C)[C@H]3CC[C@]12C)=O Hydroxy-4-cholesten-3-one-d7